8-propyloxymethoxy-1,3,5-trimethyloctylmagnesium chloride C(CC)OCOCCCC(CC(CC(C)[Mg]Cl)C)C